BrC=1C=C(C=2N(C1)C(=C(N2)C(C)=O)C2=CSC=C2)F 1-(6-bromo-8-fluoro-3-(thiophen-3-yl)imidazo[1,2-a]pyridin-2-yl)ethan-1-one